C(#N)[C@@H](C[C@@H]1C(NCC1)=O)NC(=O)[C@H]1N([C@H]2CC([C@@H]1CC2)(F)F)C(=O)C=2C=CC=C1C=C(NC21)C (1R,3S,4R)-N-((R)-1-cyano-2-((R)-2-oxopyrrolidin-3-yl)ethyl)-5,5-difluoro-2-(2-methyl-1H-indole-7-carbonyl)-2-azabicyclo[2.2.2]octane-3-carboxamide